CS(=O)(=O)C=1C=CC(=C(OCC(=O)OC)C1)NCC#C methyl 2-(5-(methylsulfonyl)-2-(prop-2-yn-1-ylamino)phenoxy)acetate